[O-2].C(C)[Ti+3].[O-2].[O-2].C(C)[Ti+3] (ethyl)titanium oxide